Cl.Cl.C1(CC1)CN[C@@H]1[C@H](C1)C=1C=C(SC1)C(=O)NC=1SC(=NN1)C 4-((1R,2S)-2-((cyclopropylmethyl)amino)cyclopropyl)-N-(5-methyl-1,3,4-thiadiazol-2-yl)thiophene-2-carboxamide Dihydrochloride